4-{[4-({7-fluoro-6-[2-fluoro-1-(fluoromethyl)ethoxy]-1-(1-formylpiperidin-4-yl)-2,4-dioxo-1,4-dihydroquinazolin-3(2H)-yl}methyl)-2-methoxyphenoxy]methyl}benzonitrile FC1=C(C=C2C(N(C(N(C2=C1)C1CCN(CC1)C=O)=O)CC1=CC(=C(OCC2=CC=C(C#N)C=C2)C=C1)OC)=O)OC(CF)CF